Methyl 2-chloro-3-(2-oxo-1,2-dihydropyridin-4-yl)benzoate ClC1=C(C(=O)OC)C=CC=C1C1=CC(NC=C1)=O